C(C)(C)(C)OC(=O)N1CCC2(CC(C2)=CC=2C(=NOC2C2CC2)C2=C(C=NC=C2C=C)Cl)CC1 2-((3-(3-chloro-5-vinylpyridin-4-yl)-5-cyclopropylisoxazol-4-yl)methylene)-7-azaspiro[3.5]nonane-7-carboxylic acid tert-butyl ester